(8-fluoro-2-(tetrahydro-2H-pyran-4-yl)-1,2-dihydroquinazolin-6-yl)methanol FC=1C=C(C=C2C=NC(NC12)C1CCOCC1)CO